O=C1N(CCC1)C=1C=C(C=NC1)C=1N=NN(C1)CC=1N=C2N(C=C(C=C2)C=O)C1 2-((4-(5-(2-oxopyrrolidin-1-yl)pyridin-3-yl)-1H-1,2,3-triazol-1-yl)methyl)imidazo[1,2-a]pyridine-6-formaldehyde